FC=1C=C(C=C(C1F)F)OC(C1=C(C=C(C=C1F)Cl)F)=S 4-Chloro-2,6-difluorothiobenzoic acid 3,4,5-trifluorophenyl ester